Mono-Methyl-Arginine CN[C@@H](CCCNC(N)=N)C(=O)O